S(=O)(O)OS(=O)[O-].[NH4+] ammonium hydrogen disulfite